cis-2-((2,5-dichloropyrimidin-4-yl)oxy)cyclopentan-1-ol ClC1=NC=C(C(=N1)O[C@@H]1[C@@H](CCC1)O)Cl